hydroxyethylglycinethioic acid OCCNCC(O)=S